C(CCCCC)C(C(=O)OCC(COC(CCCCCCCCC)=O)N1CCC2(CC1)CCN(CC2)CCCCO)CCCCCCCC 3-(decanoyloxy)-2-(9-(4-hydroxybutyl)-3,9-diazaspiro[5.5]undecan-3-yl)propyl 2-hexyldecanoate